4-((7-Azaspiro[3.5]nonan-2-yl)amino)pyrimidine-2-carbonitrile C1C(CC12CCNCC2)NC2=NC(=NC=C2)C#N